methyl (1S,2R,3S)-rel-2-((tert-butoxycarbonyl)amino)-3-hydroxycyclohexane-1-carboxylate C(C)(C)(C)OC(=O)N[C@@H]1[C@H](CCC[C@@H]1O)C(=O)OC |o1:8,9,13|